NCC1(CCCCC1)NCC(=O)OCC ethyl (1-(aminomethyl)cyclohexyl)glycinate